6-(2-fluoro-6-methyl-4-(2-methyl-7-(trifluoromethyl)-2H-indazol-4-yl)benzyl)-6,7-di-hydro-5H-pyrrolo[3,4-b]pyridin-5-one-7,7-d2 FC1=C(CN2C(C3=NC=CC=C3C2=O)([2H])[2H])C(=CC(=C1)C=1C2=CN(N=C2C(=CC1)C(F)(F)F)C)C